Cl.Cl.C[C@@H]1CN(CCC1)CCCOC1=CC=C(C=C1)C1=CC=[N+](C=C1)[O-] (3S)-4-{4-[3-(3-methylpiperidin-1-yl)propoxy]phenyl}pyridine 1-oxide dihydrochloride